N-(8-(4,4-difluoropiperidin-1-yl)-7-fluoroquinolin-6-yl)-4-((2-hydroxyethyl)sulfonamido)-2-(6-azaspiro[2.5]octan-6-yl)benzamide FC1(CCN(CC1)C=1C(=C(C=C2C=CC=NC12)NC(C1=C(C=C(C=C1)NS(=O)(=O)CCO)N1CCC2(CC2)CC1)=O)F)F